8-chloro-7-((2-methyl-1H-benzo[d]imidazol-6-yl)oxy)-2-(1-(1-methylpiperidin-3-yl)-1H-pyrazol-4-yl)quinoxaline ClC=1C(=CC=C2N=CC(=NC12)C=1C=NN(C1)C1CN(CCC1)C)OC=1C=CC2=C(NC(=N2)C)C1